(3aS,4S,5S,6aR)-5-(2-fluorophenoxy)-2-((S)-2-hydroxy-2-(5-((4-methoxybenzyl)oxy)pyridin-2-yl)ethyl)hexahydrocyclopenta[c]pyrrole-3a,4(1H)-diol FC1=C(O[C@@H]2[C@@H]([C@@]3([C@@H](CN(C3)C[C@@H](C3=NC=C(C=C3)OCC3=CC=C(C=C3)OC)O)C2)O)O)C=CC=C1